3-({[(1R)-6-{methyl-[4-(1H-pyrazol-1-yl)phenyl]amino}-1,2,3,4-tetrahydronaphthalen-1-yl]methyl}amino)pyridine-4-carboxylic acid methyl ester COC(=O)C1=C(C=NC=C1)NC[C@@H]1CCCC2=CC(=CC=C12)N(C1=CC=C(C=C1)N1N=CC=C1)C